1-isopropyl-1H-pyrazole-4-carboxylic acid ethyl ester C(C)OC(=O)C=1C=NN(C1)C(C)C